[(3R,5S,8R,9S,10S,13S,14S,17S)-17-acetyl-10,13-dimethyl-2,3,4,5,6,7,8,9,11,12,14,15,16,17-tetradecahydro-1H-cyclopenta[a]phenanthren-3-yl]3-benzyloxypropyl carbonate C(OCCC(OCC1=CC=CC=C1)[C@@H]1CC[C@@]2([C@H]3CC[C@@]4([C@H](CC[C@H]4[C@@H]3CC[C@H]2C1)C(C)=O)C)C)([O-])=O